CC1(CC=2C(=NC(=C(C2)[N+](=O)[O-])N2CCN(CC2)C(=O)OC(C)(C)C)O1)C tert-Butyl 4-(2,2-dimethyl-5-nitro-3H-furo[2,3-b]pyridin-6-yl)piperazine-1-carboxylate